(1-isopropyl-2-(methylcarbamoyl)-4-oxo-1,4-dihydroquinolin-7-yl)boronic acid C(C)(C)N1C(=CC(C2=CC=C(C=C12)B(O)O)=O)C(NC)=O